C(C1=CC=CC=C1)N1C=CC(C1)=O 1-benzyl-2-pyrrolinone